(RS)-2-Ethylhexyl 3-((2-(((1R*,2S*)-2-(2-((tert-butyldiphenylsilyl)oxy)ethyl)cyclohexyl)oxy)-4-methylphenyl)sulfonyl)propanoate [Si](C1=CC=CC=C1)(C1=CC=CC=C1)(C(C)(C)C)OCC[C@H]1[C@@H](CCCC1)OC1=C(C=CC(=C1)C)S(=O)(=O)CCC(=O)OC[C@@H](CCCC)CC |o1:20,21,&1:43|